bis-Boc-L-glutamic acid methyl ester COC([C@@H](N(C(=O)OC(C)(C)C)C(=O)OC(C)(C)C)CCC(=O)O)=O